C1(CC1)N(CCC=1C=CC=C2C=CC(=CC12)O)C 8-(2-(cyclopropyl-(methyl)amino)ethyl)naphthalen-2-ol